methyl 4-butyl-1-(4-chloro-2-fluorophenyl)-3-(4-fluorophenyl)-5-methyl-4,5-dihydro-1H-pyrazole-5-carboxylate C(CCC)C1C(=NN(C1(C(=O)OC)C)C1=C(C=C(C=C1)Cl)F)C1=CC=C(C=C1)F